(3R,6R,7aS)-6-bromo-3-phenyltetrahydro-3H,5H-pyrrolo[1,2-c][1,3]oxazol-5-one Br[C@@H]1C[C@@H]2N([C@H](OC2)C2=CC=CC=C2)C1=O